C(C)OC(CCCCCCCC1C(C1)CCCCCCCCCCC(CCCCCC)CN(C)C)=O ethyl-8-(2-{11-[(dimethylamino)methyl]heptadecyl}cyclopropyl)octanoate